CC1=CC=C(C=C1)S(=O)(=O)OCCOCCOCCOCCOCC1=CC=CC=C1 tetraethylene glycol monobenzyl ether p-toluenesulfonate